Cl.NC=1N(C2=C(N1)C(=C(C=C2C#N)CC=2C=NC=CC2)OC)C 2-amino-7-methoxy-3-methyl-6-(3-pyridylmethyl)benzimidazole-4-carbonitrile hydrochloride